N1N=CC2=CC(=CC=C12)NC1=NC(=NC=C1Cl)NC1=CC=C2CNC(C2=C1)=O 6-((4-((1H-indazol-5-yl)amino)-5-chloropyrimidin-2-yl)amino)isoindolin-1-one